C1(CC1)C=1OC(=C(N1)C(F)F)C(=O)N1[C@@H](C2=C(CC1)NC=N2)C=2SC1=C(N2)C(=CC=C1)F (S)-(2-cyclopropyl-4-(difluoromethyl)oxazol-5-yl)(4-(4-fluorobenzo[d]thiazol-2-yl)-6,7-dihydro-1H-imidazo[4,5-c]pyridin-5(4H)-yl)methanone